5-bromo-N-methyl-thiophene-2-sulfonamide BrC1=CC=C(S1)S(=O)(=O)NC